N-(3-amino-1H-pyrazol-5-yl)azetidine-3-carboxamide trifluoroacetate FC(C(=O)O)(F)F.NC1=NNC(=C1)NC(=O)C1CNC1